BrC1=C(C2=C(N=C(N=C2)NC2=NC(=C(C=C2)N2CCNCC2)C)N(C1=O)C1CCCC1)C 6-Bromo-8-cyclopentyl-5-methyl-2-(6-methyl-5-piperazin-1-yl-pyridin-2-ylamino)-8H-pyrido[2,3-d]pyrimidin-7-one